C(C)(C)(C)C1=CC=C(C=C1)NC1=CC=C(C=C1)C(C)(C)C bis(4-(tert-butyl)phenyl)-amine